(4-(2-(aminomethyl)-6-chlorobenzofuran-4-yl)phenyl)(4,4-difluoropiperidin-1-yl)methanone NCC=1OC2=C(C1)C(=CC(=C2)Cl)C2=CC=C(C=C2)C(=O)N2CCC(CC2)(F)F